3-bromo-5-chloro-o-aminobenzoic acid BrC=1C(=C(C(=O)O)C=C(C1)Cl)N